C(=O)(O)C1CC(C2=CC=CC=C2C1C(=O)O)C(=O)O 3,4-dicarboxy-1,2,3,4-tetrahydro-1-naphthalenecarboxylic acid